BrC1=CC2=C(C=C1OC)CSC1=C2N(N=C1C(=O)N(C)C(C)(C)C)C1=CC(=CC(=C1)Cl)Cl 8-bromo-N-tert-butyl-1-(3,5-dichlorophenyl)-7-methoxy-N-methyl-5H-isothiochromeno[4,3-c]pyrazole-3-carboxamide